2,5-Bis(benzyloxy)isophthalaldehyd C(C1=CC=CC=C1)OC1=C(C=O)C=C(C=C1C=O)OCC1=CC=CC=C1